C(#C)C1=CC=CC=2C(N([C@H]3C=4N([C@@H](C21)C3)C3=C(N4)C=CC(=C3)C=3C=NC(=NC3)C3(NCCC3)C)C([2H])([2H])[2H])=O (7R,14R)-1-ethynyl-6-(methyl-d3)-11-(2-(2-methylpyrrolidin-2-yl)pyrimidin-5-yl)-6,7-dihydro-7,14-methanobenzo[f]benzo[4,5]imidazo[1,2-a][1,4]diazocin-5(14H)-one